CN1C(=C(C=C1C=1C=NN(C1)C)OC(C)C1=CC=CC=C1)C(=O)N methyl-5-(1-methyl-1H-pyrazol-4-yl)-3-(1-phenylethoxy)-1H-pyrrole-2-carboxamide